O1COC2=C1C=CC(=C2)NC2=NC=C(C(=N2)N2C=C(C=C2)C(=O)NC(CO)C2=C(C(=CC=C2)Cl)F)C 1-(2-(benzo[d][1,3]dioxol-5-ylamino)-5-methyl-pyrimidin-4-yl)-N-(1-(3-chloro-2-fluorophenyl)-2-hydroxy-ethyl)-1H-pyrrole-3-carboxamide